(2S,5R)-5-(2-chlorophenyl)-1-(4-(4,6-dimethoxypyrimidin-5-yl)benzoyl)pyrrolidine-2-carboxylic acid ClC1=C(C=CC=C1)[C@H]1CC[C@H](N1C(C1=CC=C(C=C1)C=1C(=NC=NC1OC)OC)=O)C(=O)O